FCCCN1C[C@H](CC1)OC1=CC=C(C=C1)O (S)-4-((1-(3-fluoropropyl)pyrrolidin-3-yl)oxy)phenol